ClC=1C=CC=2N=C(NC(C2N1)=O)C 6-chloro-2-methylpyrido[3,2-d]pyrimidin-4(3H)-one